2-(1-((1r,4r)-4-(cyanomethyl)cyclohexyl)-1,6-dihydroimidazo[4,5-d]pyrrolo[2,3-b]pyridin-2-yl)-N-methylacetamide C(#N)CC1CCC(CC1)N1C(=NC=2C1=C1C(=NC2)NC=C1)CC(=O)NC